2-bromo-N-(3-methoxyphenyl)-N-phenylaniline BrC1=C(N(C2=CC=CC=C2)C2=CC(=CC=C2)OC)C=CC=C1